methyl tosylglycinate S(=O)(=O)(C1=CC=C(C)C=C1)NCC(=O)OC